COC1=CC=C(C=C1)CN1C(C(CC2=CC=CC=C12)C)=O 1-[(4-methoxyphenyl)methyl]-3-methyl-3,4-dihydroquinolin-2-one